1-(Endo-3-((4-((4-([1,2,4]triazolo[1,5-a]pyridin-7-yloxy)-2-fluoro-3-methylphenyl)amino)-7-ethoxyquinazolin-6-yl)oxy)-8-azabicyclo[3.2.1]oct-8-yl)prop-2-en-1-one N=1C=NN2C1C=C(C=C2)OC2=C(C(=C(C=C2)NC2=NC=NC1=CC(=C(C=C21)OC2CC1CCC(C2)N1C(C=C)=O)OCC)F)C